NC=1C2=C(N=CN1)N(C=C2)[C@@H]2[C@@H]([C@@H]([C@H](O2)CN(CCCNC(=O)NC2=CC=C(C=C2)C(C)(C)C)C(C)C)O)O |&1:10| 1-(3-((((2R,3S,4R,SR)-5-(4-amino-7H-pyrrolo[2,3-d]pyrimidin-7-yl)-3,4-dihydroxytetrahydrofuran-2-yl)methyl)(isopropyl)amino)propyl)-3-(4-(tert-butyl)phenyl)urea